Aminocarboxymuconic acid NC(=C(C(=O)O)C(=O)O)\C=C\C(=O)O